O1CC(C1)C(=O)C=1N=C2N(N1)[C@@H](C[C@@H]2F)C2=CC=CC=C2 |r| oxetan-3-yl-[rac-(5s,7s)-7-fluoro-5-phenyl-6,7-dihydro-5H-pyrrolo[1,2-b][1,2,4]triazol-2-yl]methanone